5-(3-cyclopropyl-phenoxy)-N-[(2R)-2-(2,4-dichlorophenyl)-2-fluoro-ethyl]-2-methyl-pyridine-4-carboxamide C1(CC1)C=1C=C(OC=2C(=CC(=NC2)C)C(=O)NC[C@H](F)C2=C(C=C(C=C2)Cl)Cl)C=CC1